tert-Butyl 4-{3-(Cyanomethyl)-3-[3-(7-{[2-(trimethylsilyl)ethoxy]methyl}-7H-pyrrolo[2,3-d]pyrimidin-4-yl)-1H-pyrrol-1-yl]azetidin-1-yl}piperidine-1-carboxylate C(#N)CC1(CN(C1)C1CCN(CC1)C(=O)OC(C)(C)C)N1C=C(C=C1)C=1C2=C(N=CN1)N(C=C2)COCC[Si](C)(C)C